3,5-di-n-butyl-1,2,4-triazole C(CCC)C1=NNC(=N1)CCCC